CC(=O)N[C@@H](CSCC(=O)C1=CC=CC=C1)C(=O)O The molecule is the S-phenacyl derivative of N-acetyl-L-cysteine. It is a S-substituted N-acetyl-L-cysteine and an organic sulfide. It derives from an acetophenone.